ClC1=C2C(=NN=C1C1=CC=CC=C1)N(N=C2C2=CC=CC=C2)CC(=O)O 2-(4-Chloro-3,5-diphenyl-1H-pyrazolo[3,4-c]pyridazin-1-yl)acetic acid